FC(C(F)(F)F)(F)OP(=O)(OC(C(F)(F)F)(F)F)OC(C(F)(F)F)(F)F.C1(=CC=CC=C1)[S+](C1=CC=C(C=C1)SC1=CC=CC=C1)C1=CC=CC=C1 diphenyl-[4-(phenylthio)phenyl]sulfonium tris(pentafluoroethyl)phosphate